ClC1=CC(=C(C=C1)NC(C(C(C)C)NC(C(F)(F)F)=O)=O)C N-(4-chloro-2-methylphenyl)-3-methyl-2-(2,2,2-trifluoroacetamido)butanamide